[Ga].C1=C(C=CC2=CC=CC=C12)O 2-naphthol gallium